N-(6-bromo-3-methylpyridin-2-yl)acetamide BrC1=CC=C(C(=N1)NC(C)=O)C